pyrrolo[2,1-f][1,2,4]triazine-amine N=1N2C(C=NC1N)=CC=C2